4-Benzamido-5-iodo-7-[2-O-tert-butyldimethylsilyl-5-O-(4,4'-dimethoxytrityl)-β-D-ribofuranosyl]-7H-pyrrolo[2,3-d]pyrimidine C(C1=CC=CC=C1)(=O)NC=1C2=C(N=CN1)N(C=C2I)[C@H]2[C@H](O[Si](C)(C)C(C)(C)C)[C@H](O)[C@H](O2)COC(C2=CC=C(C=C2)OC)(C2=CC=C(C=C2)OC)C2=CC=CC=C2